3-(5-(((5-Bromo-2,3-difluorobenzyl)oxy)methyl)-2-methoxy-3-nitrophenyl)-1-methyl-1H-1,2,4-triazole BrC=1C=C(C(=C(COCC=2C=C(C(=C(C2)C2=NN(C=N2)C)OC)[N+](=O)[O-])C1)F)F